((1,3-dioxo-2,3-dihydro-1H-isoindol-2-yl)(2-fluoroprop-2-enyl)amino)methanoic acid 2-methylprop-2-yl ester CC(C)(C)OC(=O)N(CC(=C)F)N1C(C2=CC=CC=C2C1=O)=O